γ-glycidoxypropyl-ethyl-diethoxySilane C(C1CO1)OCCC[Si](OCC)(OCC)CC